(butylamino)-N-(5-nitro-4-phenylthiazol-2-yl)-[1,1'-biphenyl]-2-carboxamide C(CCC)NC1=C(C(=CC=C1)C1=CC=CC=C1)C(=O)NC=1SC(=C(N1)C1=CC=CC=C1)[N+](=O)[O-]